(7-{[2-(4-Chlorophenyl)imidazo[1,2-a]pyridin-3-yl]methyl}-3-oxa-7,9-diazabicyclo[3.3.1]non-9-yl)(piperidin-1-yl)methanon ClC1=CC=C(C=C1)C=1N=C2N(C=CC=C2)C1CN1CC2COCC(C1)N2C(=O)N2CCCCC2